N-(1-(2-(2,6-dioxopiperidin-3-yl)-6-fluoro-1,3-dioxoisoindolin-5-yl)piperidin-4-yl)-5-(4-((7-ethyl-6-oxo-5,6-dihydro-1,5-naphthyridin-3-yl)methyl)piperazin-1-yl)picolinamide O=C1NC(CCC1N1C(C2=CC(=C(C=C2C1=O)N1CCC(CC1)NC(C1=NC=C(C=C1)N1CCN(CC1)CC=1C=NC=2C=C(C(NC2C1)=O)CC)=O)F)=O)=O